[(2R,6R)-6-(4-benzamido-2-oxo-pyrimidin-1-yl)-2-[[bis(4-methoxyphenyl)-phenyl-methoxy]methyl]-4-cyclohexyl-morpholin-2-yl]methyl benzoate C(C1=CC=CC=C1)(=O)OC[C@@]1(CN(C[C@@H](O1)N1C(N=C(C=C1)NC(C1=CC=CC=C1)=O)=O)C1CCCCC1)COC(C1=CC=CC=C1)(C1=CC=C(C=C1)OC)C1=CC=C(C=C1)OC